(4-(((3R,4R)-1-(2-cyanoacetyl)-4-methylpiperidin-3-yl)(methyl)amino)-7H-pyrrolo[2,3-d]pyrimidin-7-yl)methyl (S)-2-((tert-butoxycarbonyl)amino)-2-phenylacetate C(C)(C)(C)OC(=O)N[C@H](C(=O)OCN1C=CC2=C1N=CN=C2N(C)[C@H]2CN(CC[C@H]2C)C(CC#N)=O)C2=CC=CC=C2